(5-nitro-2-(piperazin-1-yl)phenyl)pyrimidine-4,5-diamine [N+](=O)([O-])C=1C=CC(=C(C1)C1=NC=C(C(=N1)N)N)N1CCNCC1